C1(CC1)C1=NC2=CC=CC=C2C(=C1CP)C1=CC=C(C=C1)F 2-cyclopropyl-4-(4-fluorophenyl)-3-quinolinylmethylphosphine